C(C)C(C(C(=O)OCC)(C#N)C(C)C)C(=O)OCC diethyl 3-ethyl-2-isopropyl-2-cyano-succinate